CCCCCC=CCC=CCCCCCCCCCCCCCCCCC 6,9-Heptacosadiene